C(C)(C)(C)OC(=O)N1CC2(C1)OC[C@@H](C2)N2C(C(=C(C=C2)C(=O)O)CO)=O (R)-1-(2-(tert-butoxycarbonyl)-5-oxa-2-azaspiro[3.4]octan-7-yl)-3-(hydroxymethyl)-2-oxo-1,2-dihydropyridine-4-carboxylic acid